1-nonadecanoyl-2-(11Z-eicosenoyl)-glycero-3-phosphoserine CCCCCCCCCCCCCCCCCCC(=O)OC[C@H](COP(=O)(O)OC[C@@H](C(=O)O)N)OC(=O)CCCCCCCCC/C=C\CCCCCCCC